(R)-N-(1-hydroxypropan-2-yl)-5-((2-methoxypyridin-3-yl)methoxy)-2-methylbenzofuran-3-carboxamide OC[C@@H](C)NC(=O)C1=C(OC2=C1C=C(C=C2)OCC=2C(=NC=CC2)OC)C